C1(=CC=CC=C1)C=1OC=C(N1)C(CNNC(NCC)=S)NNC(NCC)=S 2,2'-(1-(2-phenyloxazol-4-yl)ethane-1,2-diyl)bis(N-ethylhydrazine-1-thiocarboxamide)